N-phenyl-aniline C1(=CC=CC=C1)NC1=CC=CC=C1